bismuth-germanium silicate [Si]([O-])([O-])([O-])[O-].[Ge+2].[Bi+3]